C1(CC1)C(CN(C=O)C1=C(C=C2C=CN(C(C2=C1)=O)C1=NC(=CC=C1)C1=NN=CN1C(C)C)OC)=O N-(2-cyclopropyl-2-oxoethyl)-N-(2-(6-(4-isopropyl-4H-1,2,4-triazol-3-yl)pyridin-2-yl)-6-methoxy-1-oxo-1,2-dihydroisoquinolin-7-yl)carboxamide